methyl (2S)-2-amino-3-(3-hydroxyphenyl)propanoate Hydrochloride Cl.N[C@H](C(=O)OC)CC1=CC(=CC=C1)O